(E)-1-(3-chlorophenyl)-3-(3,5,6-trimethylpyrazin-2-yl)-2-propen-1-one ClC=1C=C(C=CC1)C(\C=C\C1=NC(=C(N=C1C)C)C)=O